[Co].[Cr].[Fe] iron-chromium cobalt